α-hydroxyacrylate OC(C(=O)[O-])=C